(S)-1-(2-(benzyloxy)ethyl)-4-methyl-N-(4-(methylsulfonyl)phenyl)-5-(2-(trifluoromethyl)phenyl)-1H-pyrrole-3-carboxamide C(C1=CC=CC=C1)OCCN1C=C(C(=C1C1=C(C=CC=C1)C(F)(F)F)C)C(=O)NC1=CC=C(C=C1)S(=O)(=O)C